O=C1NC(CCC1N1C(C2=CC=CC(=C2C1)C#CCCCCCN1CCN(CC1)C1=CC=C(C(=O)N2CCC(CC2)CCCCNC(\C=C\C=2C=C3C(=NC2)NN=C3)=O)C=C1)=O)=O (E)-N-(4-(1-(4-(4-(7-(2-(2,6-dioxopiperidin-3-yl)-1-oxoisoindoline-4-yl)hept-6-yn-1-yl)piperazin-1-yl)benzoyl)piperidin-4-yl)butyl)-3-(1H-pyrazolo[3,4-b]Pyridin-5-yl)acrylamide